2-[4-cyclopropyl-2-(difluoromethyl)-6-fluorophenyl]-6-ethyl-2,5-dihydro-4H-pyrazolo[3,4-d]pyrimidin-4-one C1(CC1)C1=CC(=C(C(=C1)F)N1N=C2N=C(NC(C2=C1)=O)CC)C(F)F